C(CCCCC(=O)O)(=O)C([C@H](N)C(=O)[O-])CCNC(N)=N 3-adipoylarginate